C1(CC1)C(C)C1=C(C=2CCCC2C=C1)N 5-(1-cyclopropylethyl)-2,3-dihydro-1H-inden-4-amine